N=1C=NN2C1C=C(C=C2)OC2=CC(=C(C=C2F)NC2=NC=NC1=C2C=2OC[C@@H]3N(C2N=C1)CCN(C3)C(=O)OC(C)(C)C)F tert-butyl (R)-4-((4-([1,2,4]triazolo[1,5-a]pyridin-7-yloxy)-2,5-difluorophenyl)amino)-6a,7,9,10-tetrahydropyrazino[1,2-d]pyrimido[5',4':4,5]pyrido[3,2-b][1,4]oxazine-8(6H)-carboxylate